ethyl 1-(2,4-dichlorophenyl)-5-isopropyl-1H-pyrazole-3-carboxylate ClC1=C(C=CC(=C1)Cl)N1N=C(C=C1C(C)C)C(=O)OCC